2,2-Dimethylindan-1-one CC1(C(C2=CC=CC=C2C1)=O)C